oxidovanadium p-toluenesulfonate CC1=CC=C(C=C1)S(=O)(=O)[O-].O=[V+3].CC1=CC=C(C=C1)S(=O)(=O)[O-].CC1=CC=C(C=C1)S(=O)(=O)[O-]